ClC1=NC=2C=C(C=CC2C2=C1COC2)CN(C(=O)C=2C=NC(=NC2)C2CC2)C2=C(C=CC=C2)COC N-({4-chloro-1H,3H-furo[3,4-c]quinolin-7-yl}methyl)-2-cyclopropyl-N-[2-(methoxymethyl)phenyl]pyrimidine-5-carboxamide